7,7-difluoro-6,7-dihydro-5H-cyclopenta[b]pyridine-3-carboxylic acid FC1(CCC=2C1=NC=C(C2)C(=O)O)F